8-(5-bromo-6-tert-butylpyridin-3-yl)-3-methyl-6-oxo-2H,3H,4H,6H-pyrimido[2,1-b][1,3]thiazine-7-carbonitrile BrC=1C=C(C=NC1C(C)(C)C)C=1N=C2SCC(CN2C(C1C#N)=O)C